OC=1C(=C(C(=O)[O-])C(=CC1)C)C 3-hydroxy-2,6-dimethylbenzoate